sodium trifluoro-phenylacetate FC1=C(C(=C(C=C1)CC(=O)[O-])F)F.[Na+]